(S)-1-((S)-2-{[1-(4-amino-3-chloro-phenyl)-methanoyl]-amino}-3,3-dimethyl-butanoyl)-pyrrolidine-2-carboxylic acid ((2R,3S)-2-ethoxy-5-oxo-tetrahydro-furan-3-yl)-amide C(C)O[C@@H]1OC(C[C@@H]1NC(=O)[C@H]1N(CCC1)C([C@H](C(C)(C)C)NC(=O)C1=CC(=C(C=C1)N)Cl)=O)=O